5-Fluoro-7-methyl-1-[2-methyl-4-(4-methylimidazol-1-yl)phenyl]sulfonyl-indoline methyl-O-acetyl-L-serinate hydrochloride Cl.COC([C@@H](N)COC(C)=O)=O.FC=1C=C2CCN(C2=C(C1)C)S(=O)(=O)C1=C(C=C(C=C1)N1C=NC(=C1)C)C